3-[2-(methoxymethoxy)phenyl]cinnoline-6-carbaldehyde COCOC1=C(C=CC=C1)C=1N=NC2=CC=C(C=C2C1)C=O